ClC1=C(C=NC2=CC=CC=C12)[N+](=O)[O-] 4-chloro-3-nitroquinoline